N-{[5-cyano-2-(2,2-difluoroethoxy)-phenyl]-methyl}-6-(difluoromethoxy)-5-fluoropyridine-3-carboxamide C(#N)C=1C=CC(=C(C1)CNC(=O)C=1C=NC(=C(C1)F)OC(F)F)OCC(F)F